2-((6-(2-chloro-3-(5-chloro-6-(3-methoxy-4-((7-oxo-2,6-diazaspiro[3.4]octan-2-yl)methyl)phenyl)pyrimidin-4-yl)phenyl)-2-methoxypyridin-3-yl)methyl)-2,6-diazaspiro[3.4]octan-7-one ClC1=C(C=CC=C1C1=NC=NC(=C1Cl)C1=CC(=C(C=C1)CN1CC2(C1)CNC(C2)=O)OC)C2=CC=C(C(=N2)OC)CN2CC1(C2)CNC(C1)=O